BrC1=C(C(=O)O)C=C(C(=C1)Cl)Cl 2-bromo-4,5-dichlorobenzoic acid